CN1N=CC2=C1NC1=C(N(C2)C(=O)C2=CC3=CC=CC=C3C=C2)C=CC=C1 (1-methyl-4,10-dihydrobenzo[b]pyrazolo[3,4-e][1,4]diazepin-5(1H)-yl)(naphthalen-2-yl)methanone